(R)-2-(4-fluorophenyl)-7-methyl-6,7-dihydropyrazolo[1,5-a]pyrazin-4(5H)-one FC1=CC=C(C=C1)C1=NN2C(C(NC[C@H]2C)=O)=C1